5-(((S)-1-(3-((2R,6S)-4-(5-cyclopropylpyrimidin-2-yl)-2,6-dimethylpiperazin-1-yl)-3-Oxopropoxy)propan-2-yl)amino)-4-(trifluoromethyl)pyridazin-3(2H)-one C1(CC1)C=1C=NC(=NC1)N1C[C@H](N([C@H](C1)C)C(CCOC[C@H](C)NC1=C(C(NN=C1)=O)C(F)(F)F)=O)C